bromo-1-(oxazol-5-ylmethyl)-4-oxo-1,8-naphthyridine-3-carboxylic acid ethyl ester C(C)OC(=O)C1=C(N(C2=NC=CC=C2C1=O)CC1=CN=CO1)Br